7-(3,3-dimethylbut-1-yn-1-yl)-1H-indazol-3-amine CC(C#CC=1C=CC=C2C(=NNC12)N)(C)C